boron trifluorid B(F)(F)F